ClC=1C=C(C(=NC1)N1C(C(N(C(C1)=O)CC1=CC=C(C=C1)Cl)CNC(C)=O)=O)F N-((4-(5-chloro-3-fluoro-pyridin-2-yl)-1-(4-chloro-benzyl)-3,6-dioxopiperazin-2-yl)methyl)acetamide